N1=CN=CC2=C1C1=C(S2)C=CC=C1 benzothienopyrimidine